tert-Butyl 5-(2-{3-[(4-{[tert-butyl(dimethyl)silyl]oxy}phenyl)amino]-5-cyano-1-methyl-1H-pyrrol-2-yl}ethoxy)-3,4-dihydroisoquinoline-2(1H)-carboxylate [Si](C)(C)(C(C)(C)C)OC1=CC=C(C=C1)NC1=C(N(C(=C1)C#N)C)CCOC1=C2CCN(CC2=CC=C1)C(=O)OC(C)(C)C